Cl.N[C@@H](CC(=O)O)CC1=NC(=NO1)C1=C(C=C(C=C1)OC1=NC=C(C=C1F)Cl)F (R)-3-amino-4-(3-(4-((5-chloro-3-fluoropyridin-2-yl)oxy)-2-fluorophenyl)-1,2,4-oxadiazol-5-yl)butanoic acid hydrochloride